CC1CC(CC(C1)C)\C=N\S(=O)C(C)(C)C (NE)-N-[(3,5-dimethylcyclohexyl)methylene]-2-methylpropane-2-sulfinamide